bis[6-(4-methoxyphenyl)-1H-indolyl]chlorophosphine p-aminobenzoyl-carbamate trifluoroacetic acid salt FC(C(=O)O)(F)F.NC1=CC=C(C(=O)NC(O)=O)C=C1.COC1=CC=C(C=C1)C1=CC=C2C=CN(C2=C1)P(Cl)N1C=CC2=CC=C(C=C12)C1=CC=C(C=C1)OC